(1R,3s,5S)-3-(3-methoxypyridin-4-yl)-8-azabicyclo[3.2.1]octane-8-carboxylic acid tert-butyl ester C(C)(C)(C)OC(=O)N1[C@H]2CC(C[C@@H]1CC2)C2=C(C=NC=C2)OC